1,3-dihydro-1,3-dioxo-5-isobenzofurancarboxamide O=C1OC(C2=CC(=CC=C12)C(=O)N)=O